CC(=O)N[C@@H](CCC(=O)O)C(=O)O N-acetylglutamic acid